2-amino-5-fluoro-4-(trifluoromethyl)benzene-1-carbonitrile NC1=C(C=C(C(=C1)C(F)(F)F)F)C#N